1-(4-(2-(8-oxa-3-azabicyclo[3.2.1]octan-3-yl)-4-(trifluoromethyl)benzyl)piperazine-1-carbonyl)-1H-pyrazole-3-carboxylic acid C12CN(CC(CC1)O2)C2=C(CN1CCN(CC1)C(=O)N1N=C(C=C1)C(=O)O)C=CC(=C2)C(F)(F)F